(4aR,14aR)-N-[(2,4-Difluorophenyl)methyl]-8,10-dioxo-9-[(phenylmethyl)oxy]-2,3,4,4a,5,6,8,10,14,14a-decahydro-1H-pyrido[1,2-c]pyrido[1',2':4,5]pyrazino[1,2-a]pyrimidine-11-carboxamide FC1=C(C=CC(=C1)F)CNC(=O)C=1C(C(=C2N(C[C@H]3N(CC[C@@H]4N3CCCC4)C2=O)C1)OCC1=CC=CC=C1)=O